tert-butyl (1R,2S,5S)-2-(2-((7-chloro-8-fluoro-4-hydroxy-2-(methylthio) pyrido[4,3-d]pyrimidin-5-yl) oxy)-ethyl)-3,8-diazabicyclo[3.2.1]octane-8-carboxylate ClC1=C(C=2N=C(N=C(C2C(=N1)OCC[C@H]1[C@H]2CC[C@@H](CN1)N2C(=O)OC(C)(C)C)O)SC)F